OC[C@H](CC1=CC=C(C=C1)O)NC(CCC1=NC=2C(=NC=CC2)N1CC1=CC=C(C=C1)OC(F)(F)F)=O N-[(S)-1-Hydroxymethyl-2-(4-hydroxy-phenyl)-ethyl]-3-[3-(4-trifluoromethoxy-benzyl)-3H-imidazo[4,5-b]pyridin-2-yl]-propionamide